(S)-2-(tert-butoxy)-2-(7-(4-chlorophenyl)-2-(3-(1-cyclobutylpiperidin-4-yl)-1-methyl-1H-indazol-5-yl)-5-methylbenzo[d]thiazol-6-yl)acetic acid C(C)(C)(C)O[C@H](C(=O)O)C1=C(C2=C(N=C(S2)C=2C=C3C(=NN(C3=CC2)C)C2CCN(CC2)C2CCC2)C=C1C)C1=CC=C(C=C1)Cl